7-[4-(2-oxo-1,2-dihydropyridin-3-yl)piperidin-1-yl]-3-oxa-9-azabicyclo[3.3.1]nonane-9-carboxylic acid methyl ester COC(=O)N1C2COCC1CC(C2)N2CCC(CC2)C=2C(NC=CC2)=O